C(C)OC(=O)C1=CC=NC2=CC=C(C=C12)N1CC(C1)C1=CC=C(C=C1)F.C(C)(C)NS(=O)(=O)C1=C(C=CC=C1)NC1=NC(=NC=C1C(F)(F)F)SC N-isopropyl-2-((2-(methylthio)-5-(trifluoromethyl)pyrimidin-4-yl)amino)benzenesulfonamide ethyl-6-(3-(4-fluorophenyl)azetidin-1-yl)quinoline-4-carboxylate